C12=CC(=CC=C2CC1)N bicyclo[4.2.0]octa-1,3,5-trien-3-amine